vinyl-(4-diphenylaminobenzene) C(=C)C1=CC=C(C=C1)N(C1=CC=CC=C1)C1=CC=CC=C1